ClC1=C(C=C(C=C1)F)N1C(C2=C(C=3C=CC(=NC13)C(F)(F)F)N(C=N2)C)=O 5-(2-Chloro-5-fluorophenyl)-1-methyl-7-(trifluoromethyl)-1,5-dihydro-4H-imidazo[4,5-c][1,8]Naphthyridin-4-one